C1CCN2CCCC12COC=1N=C(C2=C(N1)CN(CC2)C2=CC=CC1=CC=CC=C21)N2C[C@H]1CC[C@@H](C2)N1C(=O)OC(C)(C)C (1R,5S)-tert-butyl 3-(2-((hexahydro-1H-pyrrolizin-7a-yl)methoxy)-7-(naphthalen-1-yl)-5,6,7,8-tetrahydropyrido[3,4-d]pyrimidin-4-yl)-3,8-diazabicyclo[3.2.1]octane-8-carboxylate